(5,7-difluoro-1,3-dimethylindol-2-yl)methanol FC=1C=C2C(=C(N(C2=C(C1)F)C)CO)C